tert-butyl 2-formyl-1-methyl-4,6-dihydropyrrolo[3,4-d]imidazole-5(1H)-carboxylate C(=O)C1=NC2=C(N1C)CN(C2)C(=O)OC(C)(C)C